2-mesitylmagnesium bromide C1(=C(C(=CC(=C1)C)C)[Mg]Br)C